CN(C1CN(C1)Cl)C 3-(dimethylamino)azetidinylchloride